C(C)(C)(C)OC(=O)N1C2CNCC1(C2)C=2C(=NC(=CC2)C(NC)=O)C (2-methyl-6-(methylcarbamoyl)pyridin-3-yl)-3,6-diazabicyclo[3.1.1]heptane-6-carboxylic acid tert-butyl ester